NC1=C(C=C(C=C1)Br)NC1CCN(CC1)C(=O)OCC1=CC=CC=C1 benzyl 4-((2-amino-5-bromophenyl)amino)piperidine-1-carboxylate